ClC1=C(C=CC=C1)C1=CC(OC2=CC(=CC=C12)O[C@@H](C(=O)N(C)C)C)=O (2R)-2-[4-(2-chlorophenyl)-2-oxo-chromen-7-yl]oxy-N,N-dimethyl-propionamide